N-(4-(((4-((((3-(1,1-Dimethylethyl)-1-(4-methylphenyl)-1H-pyrazol-5-yl)amino)carbonyl)amino)-1-naphthalenyl)oxy)methyl)-2-pyridinyl)-2-methoxyacetamide CC(C)(C)C1=NN(C(=C1)NC(=O)NC1=CC=C(C2=CC=CC=C12)OCC1=CC(=NC=C1)NC(COC)=O)C1=CC=C(C=C1)C